(1-hydroxy-6,6,9-trimethyl-3-pentyl-6a,7,8,10a-tetrahydro-6H-benzo[c]chromen-2-yl)(isoindolin-2-yl)methanone OC1=C2C3C(C(OC2=CC(=C1C(=O)N1CC2=CC=CC=C2C1)CCCCC)(C)C)CCC(=C3)C